C(#N)[C@@H]1C[C@H](N(C1)C(=O)OC(C)(C)C)C(=O)OC 1-(tert-butyl) 2-methyl (2S,4R)-4-cyanopyrrolidine-1,2-dicarboxylate